tert-butyl (((2S,3R)-3-((benzyloxy)methyl)-5-chloro-6-fluoro-2-phenyl-4-(4,4,5,5-tetramethyl-1,3,2-dioxaborolan-2-yl)-2,3-dihydrobenzofuran-2-yl)methyl)(methyl)carbamate C(C1=CC=CC=C1)OC[C@@H]1[C@](OC2=C1C(=C(C(=C2)F)Cl)B2OC(C(O2)(C)C)(C)C)(C2=CC=CC=C2)CN(C(OC(C)(C)C)=O)C